C(#N)N1C[C@H](CC1)CNC(=O)C=1N=CN(C1)C1=C(C=CC=C1)OC (R)-N-((1-Cyanopyrrolidin-3-yl)methyl)-1-(2-methoxyphenyl)-1H-imidazol-4-carboxamid